4-{7-[(oxetan-4-ylmethyl)amino]-[1,2,4]triazolo[1,5-a]pyridin-5-yl}benzonitrile O1CCC1CNC1=CC=2N(C(=C1)C1=CC=C(C#N)C=C1)N=CN2